NC=1SC=C(N1)/C(/C(=O)O)=N/OC (Z)-2-(2-amino-4-thiazolyl)-2-(methoxyimino)acetic acid